2-((S)-1-(1-(5-ethylpyrimidin-2-yl)piperidin-4-yl)ethoxy)-6-(2-fluoro-4-(methylsulfonyl)phenyl)imidazo[2,1-b][1,3,4]thiadiazole C(C)C=1C=NC(=NC1)N1CCC(CC1)[C@H](C)OC1=NN2C(S1)=NC(=C2)C2=C(C=C(C=C2)S(=O)(=O)C)F